CSC(C)C1=CC=C(CCNC(=O)NC2COCCC2)C=C1 1-(4-(1-(methylthio)ethyl)phenethyl)-3-(tetrahydro-2H-pyran-3-yl)urea